FC1=C(C=CC=C1CN1C(OC2=C(C1C)C=CC(=C2)OCC2=CC=C(C=C2)OC)=O)NC(OC(C)(C)C)=O tert-butyl (2-fluoro-3-((7-((4-methoxybenzyl)oxy)-4-methyl-2-oxo-2H-benzo[e][1,3]oxazin-3(4H)-yl)methyl)phenyl)carbamate